2'-O-butyladenosine C(CCC)O[C@H]1[C@@H](O[C@@H]([C@H]1O)CO)N1C=NC=2C(N)=NC=NC12